(5R,10R)-2,7-dibromo-3,8-dihydroxy-5,10-dimethoxy-5,10-dihydrochromeno[5,4,3-cde]chromene BrC=1C=C2C=3C4=C([C@@H](OC3C1O)OC)C=C(C(=C4O[C@H]2OC)O)Br